[Cl-].C1(CCC1)C(=O)N1C=NC(=C1)[NH3+] 1-(Cyclobutanecarbonyl)-1H-imidazol-4-aminium chloride